(3R,4R)-4-(4-(3-chloro-8-((S)-2-methylazetidin-1-yl)imidazo[1,2-a]pyrazin-6-yl)-1H-pyrazol-1-yl)-1-methylpyrrolidin-3-ol ClC1=CN=C2N1C=C(N=C2N2[C@H](CC2)C)C=2C=NN(C2)[C@H]2[C@@H](CN(C2)C)O